BrC1=CC2=C(NC(C3=C(NC2=O)C=CC(=C3)Br)=O)C=C1 2,8-dibromodibenzo[b,f][1,5]diazocine-6,12(5H,11H)-dione